C(C)(C)C1=CC=C(C=C1)C(F)(F)F 4-isopropyl-benzotrifluoride